OC1CCN(CC1)C1=CC=C(S1)\C=C/1\C(=NOC1=O)C(F)(F)F (Z)-4-((5-(4-hydroxypiperidin-1-yl)thiophen-2-yl)methylene)-3-(trifluoromethyl)isoxazol-5(4H)-one